butyric acid diammonium salt [NH4+].[NH4+].C(CCC)(=O)[O-].C(CCC)(=O)[O-]